trifluoromethyl-α-p-bromophenyl-propynylbenzene FC(F)(F)C1=C(C=CC=C1)CC#CC1=CC=C(C=C1)Br